3-(dibenzothiophen-4-yl)phenylboron C1=CC=C(C=2SC3=C(C21)C=CC=C3)C=3C=C(C=CC3)[B]